(4-amino-7-chloro-1-methyl-1H-pyrazolo[4,3-c]quinolin-8-yl)(3-hydroxy-3-(4-(trifluoromethyl)phenyl)-1-azetidinyl)methanone NC1=NC=2C=C(C(=CC2C2=C1C=NN2C)C(=O)N2CC(C2)(C2=CC=C(C=C2)C(F)(F)F)O)Cl